(2R,3R,11bR)-3-(tert-butoxy)-10-methoxy-9-((3-methyloxybutan-3-yl)methoxy)-1,3,4,6,7,11b-hexahydro-2H-pyrido[2,1-a]isoquinolin-2-ol C(C)(C)(C)O[C@H]1[C@@H](C[C@H]2N(CCC3=CC(=C(C=C23)OC)OCC(CC)(C)OC)C1)O